2,5-dimethyl-2,5-bis(m-methylbenzoyl-peroxy)hexane CC(C)(CCC(C)(OOC(C1=CC(=CC=C1)C)=O)C)OOC(C1=CC(=CC=C1)C)=O